6,7-difluoro-8-methoxynaphthalene-1,3-diol FC=1C=C2C=C(C=C(C2=C(C1F)OC)O)O